tolylpyridinic acid C1(=C(C=CC=C1)C=1C(=NC=CC1)C(=O)O)C